ClCCNC(=O)NC1=NC=C(C=C1)C 1-(2-chloroethyl)-3-(5-methylpyridin-2-yl)urea